CC1=NC2=CC=C(C=C2N=C1C)C1=NC(=NC=C1F)NC1=CC=C(C=C1)NC(=O)NC=1C=NC=CC1 1-(4-{[4-(2,3-dimethylquinoxalin-6-yl)-5-fluoropyrimidin-2-yl]amino}phenyl)-3-(pyridin-3-yl)urea